3-hydroxy-1-propanesulfonic acid sodium salt [Na+].OCCCS(=O)(=O)[O-]